4-[3-(4-butoxyphenoxy)-propyl]morpholine C(CCC)OC1=CC=C(OCCCN2CCOCC2)C=C1